BrC1=CN=C2N1C=C(C=C2)[N+](=O)[O-] 3-bromo-6-nitro-imidazo[1,2-a]pyridine